(3ar,5r,7ar)-5-(4-fluorophenyl)-1,3,3,5,7-pentamethyl-octahydrobenzo[c]isoxazole FC1=CC=C(C=C1)[C@]1(C[C@@H]2[C@H](N(OC2(C)C)C)C(C1)C)C